4-(4-(6,6-difluoro-1,4-diazepan-1-yl)-2-(((S)-1-methylpyrrolidin-2-yl)methoxy)-5,6,7,8-tetrahydroquinazolin-7-yl)benzo[d]thiazol-2-amine FC1(CNCCN(C1)C1=NC(=NC=2CC(CCC12)C1=CC=CC2=C1N=C(S2)N)OC[C@H]2N(CCC2)C)F